4-(2-((1-(1-(1-Fluorocyclopropanecarbonyl)piperidin-4-yl)-1H-pyrazol-4-yl)amino)-5-methylpyrimidin-4-yl)benzoic Acid FC1(CC1)C(=O)N1CCC(CC1)N1N=CC(=C1)NC1=NC=C(C(=N1)C1=CC=C(C(=O)O)C=C1)C